ClC=1C=C(C=C(C1OC1=NNC(C(=C1)N1CC(C1)(C)C)=O)Cl)N1N=C(C(NC1=O)=O)C(=O)O 2-(3,5-dichloro-4-[[5-(3,3-dimethylazetidin-1-yl)-6-oxo-1H-pyridazin-3-yl]oxy]phenyl)-3,5-dioxo-4H-1,2,4-triazine-6-carboxylic acid